ClC1=CC=C(C=C1)C1(CCC1)CN C-[1-(4-chloro-phenyl)-cyclobutyl]-methylamine